N1(CCC1)S(=O)(=O)CC1=CC=C(C=C1)NC(=O)NCC1=CC=C(C=C1)Cl 1-(4-((azetidin-1-ylsulfonyl)methyl)phenyl)-3-(4-chlorobenzyl)urea